3-Amino-5-bromo-4-hydroxybenzoic acid methyl ester COC(C1=CC(=C(C(=C1)Br)O)N)=O